9H-carbazole-2-carboxylic acid C1=C(C=CC=2C3=CC=CC=C3NC12)C(=O)O